(R)-N-(1-(azetidin-1-ylmethyl)cyclopropyl)-2-phenylpropanamide N1(CCC1)CC1(CC1)NC([C@H](C)C1=CC=CC=C1)=O